(1-methylethyl)bicyclo[2.2.2]Oct-5-ene-2-carbaldehyde CC(C)C12C(CC(C=C1)CC2)C=O